N-(3-trimethoxysilylpropyl)-4-methylpentane-2-imine CO[Si](CCCN=C(C)CC(C)C)(OC)OC